C1=C(C=C(C(=C1Cl)CCl)Cl)Cl TRICHLOROBENZYL CHLORIDE